FC1=CC=C(C=C1)C1(CCN(CC1)C1=CN=NC(=C1)C1=C(C=CC=C1)O)C(=O)O 4-(4-FLUOROPHENYL)-1-(6-(2-HYDROXYPHENYL)PYRIDAZIN-4-YL)PIPERIDINE-4-CARBOXYLIC ACID